gamma-acetamidopropyl-triethoxysilane iridium (III) [Ir+3].C(C)(=O)NCCC[Si](OCC)(OCC)OCC